Phosphoribulose C([C@H]([C@H](C(=O)COP(=O)(O)O)O)O)O